2-diazo-1-(6-fluorochroman-2-yl)ethanone tert-butyl-8-(5-(3-cyano-6-(1-methyl-1H-pyrazol-4-yl)pyrazolo[1,5-a]pyridin-4-yl)pyridin-2-yl)-2,8-diazaspiro[4.5]decane-2-carboxylate C(C)(C)(C)OC(=O)N1CC2(CC1)CCN(CC2)C2=NC=C(C=C2)C=2C=1N(C=C(C2)C=2C=NN(C2)C)N=CC1C#N.[N+](=[N-])=CC(=O)C1OC2=CC=C(C=C2CC1)F